[W].[Fe].[Mo].[Ni].[Cr].[Co] cobalt-chromium-nickel-molybdenum-iron-tungsten